(-)-6-(4-chlorophenyl)-N-[1-cyclobutyl-2-hydroxyethyl]-2-(3-fluorophenyl)-3-oxo-2,3-dihydropyridazine-4-carboxamide ClC1=CC=C(C=C1)C=1C=C(C(N(N1)C1=CC(=CC=C1)F)=O)C(=O)NC(CO)C1CCC1